BrC1=CC(=NC=C1)C(=O)O 4-bromo-2-pyridinecarboxylic acid